ClC=1C(=C2C=NNC2=C(C1F)C(C)=C(C)C)C=1N=CC=2N(C1)C=C(N2)NC(=O)[C@H]2[C@H](C2)F (1S,2S)-N-(6-(5-chloro-6-fluoro-7-(3-methylbut-2-en-2-yl)-1H-indazol-4-yl)imidazo[1,2-a]pyrazin-2-yl)-2-fluorocyclopropane-1-carboxamide